C(C)C(CC=1C=C(SC1)[Sn](CCCC)(CCCC)CCCC)CCCC 4-(2-ethylhexyl)-2-tributylstannylthiophene